disuccinic acid iron(III) [Fe+3].C(CCC(=O)O)(=O)O.C(CCC(=O)O)(=O)O